(3S,4S)-4-(3,4-dihydroisoquinolin-2(1H)-yl)-3-hydroxypiperidin C1N(CCC2=CC=CC=C12)[C@@H]1[C@H](CNCC1)O